FC1=CC(=C(C=C1F)O)C1=C(N=C(N=N1)N1CC[C@H]2[C@@H]1CN(CC2)C)C 4,5-difluoro-2-(5-methyl-3-((3aS,7aR)-6-methyloctahydro-1H-pyrrolo[2,3-c]pyridin-1-yl)-1,2,4-triazin-6-yl)phenol